2-(9-(4-fluorophenyl)-6-oxaspiro[4.5]dec-8-en-8-yl)-N-(3-methylbenzyl)ethylamine FC1=CC=C(C=C1)C1=C(COC2(CCCC2)C1)CCNCC1=CC(=CC=C1)C